BrC=1C(=C(C=C(C1)F)C(CC(C(=O)OCC)=C=O)=C=O)O Ethyl 4-(3-bromo-5-fluoro-2-hydroxyphenyl)-2,4-dicarbonylbutanoate